ethyl 2-(4-methylpiperazin-1-yl)butanoate CN1CCN(CC1)C(C(=O)OCC)CC